[Ir+3].C1(=CC=CC=C1)C=1C(=NC=CC1)C1=CC=CC=C1 [diphenylpyridine] iridium (III)